1-(2-(3-(difluoromethyl)-5-fluorobenzyl)pyridin-4-yl)-1,5,6,7-tetrahydro-4H-pyrazolo[4,3-c]pyridin FC(C=1C=C(CC2=NC=CC(=C2)N2N=CC=3CNCCC32)C=C(C1)F)F